The molecule is a germacrane sesquiterpenoid derived from germacrane by dehydrogenation between the 1-10 and 4-5 positions as well as hydroxylation at position 6. It is a germacrane sesquiterpenoid and a secondary alcohol. C/C/1=C\\CC/C(=C/[C@@H]([C@H](CC1)C(C)C)O)/C